pent-4-ene isothiocyanate [N-]=C=S.CCCC=C